DIMETHYLTRYPTAMIN CN(CCC1=CNC2=CC=CC=C12)C